C1(CCCC1)NC1=NC(=NC=C1NC1COC1)C=1C=NC=NC1 N4-cyclopentyl-N5-(oxetan-3-yl)-2-pyrimidin-5-yl-pyrimidine-4,5-diamine